FC/1(CN(CC\C1=C/C#CC1=CC(=CC=C1)C)C(=O)OC(C)(C)C)F tert-Butyl (4E)-3,3-difluoro-4-[3-(3-methylphenyl)prop-2-yn-1-ylidene]piperidine-1-carboxylate